O=C1NC(CCC1N1C(C2=CC=CC(=C2C1)NCC(=O)OC(C)(C)C)=O)=O tert-butyl 2-[[2-(2,6-dioxo-3-piperidyl)-1-oxo-isoindolin-4-yl]-amino]acetate